C(C1=CC=CC=C1)N1[C@H]2CN([C@@H]([C@@H](C1)CC2)CO)C(=O)OC(C)(C)C tert-butyl (1R,2S,5R)-6-benzyl-2-(hydroxymethyl)-3,6-diazabicyclo[3.2.2]nonane-3-carboxylate